C(C(C)(C)C)(=O)O[C@@H]1CC[C@@]2(C3CC[C@@]4(C(CCC4C3CCC2C1)[C@H](C)CCC(OCCCCCCCC\C=C/CCCCCCCC)O[Si](C)(C)OCCCCCCBr)C)C (3R,10S,13R)-17-((2R)-5-((((6-bromohexyl)oxy)dimethylsilyl)oxy)-5-(((Z)-octadec-9-en-1-yl)oxy)pentan-2-yl)-10,13-dimethylhexadecahydro-1H-cyclopenta[a]phenanthren-3-yl pivalate